COC(CCCCCCCC=CCC)=O methyl-9-dodecenoate